OC1(CC2CCC(C1)N2C(=O)OC(C)(C)C)C2=CC=CC=C2 tert-Butyl 3-hydroxy-3-phenyl-8-azabicyclo[3.2.1]octane-8-carboxylate